Cl.ClC=1N=C(N2N=C(N=CC21)N[C@@H]2[C@@H](CNCC2)F)C(C(C)(O)C)C 3-(5-chloro-2-{[(3R,4S)-3-fluoropiperidin-4-yl]amino}imidazo[4,3-f][1,2,4]triazin-7-yl)-2-methylbutan-2-ol hydrochloride